BrC=1C=CC=2C(NC(C3=CC=CC1C23)=S)=S 6-bromo-1H-benzo[de]isoquinoline-1,3(2H)-dithione